COC=1C(=CC(=C(C1)C1CC=2C=NN(C(C2CC1)=O)C1=NC=CC=N1)C)C 6-(5-methoxy-2,4-dimethylphenyl)-2-(pyrimidin-2-yl)-5,6,7,8-tetrahydrophthalazin-1(2H)-one